13-triisopropylsilylethynylpentacene C(C)(C)[Si](C(C)C)(C(C)C)C#CC=1C2=CC3=CC=CC=C3C=C2C=C2C=C3C=CC=CC3=CC12